ClC1=C(C=NN1CCCl)NS(=O)(=O)C1=CN(C2=CC(=CC=C12)OC)S(=O)(=O)C1=CC=CC=C1 N-(5-chloro-1-(2-chloroethyl)-1H-pyrazol-4-yl)-6-methoxy-1-(phenylsulfonyl)-1H-indole-3-sulfonamide